COC1=CC=C(CN2C(=CC3=C2N=C(N=C3)SC)C=O)C=C1 7-(4-methoxybenzyl)-2-(methylthio)-7H-pyrrolo[2,3-d]pyrimidine-6-carbaldehyde